[18F]-Fluorothymidin [18F][C@@]1(C[C@H](O)[C@@H](CO)O1)N1C(=O)NC(=O)C(C)=C1